ONC(C1=CC=C(C=C1)CC(=O)NC=1C=C2C(=NC=NC2=CC1)NC1=CC=C(C=C1)C(C)C)=O N-hydroxy-4-(2-((4-((4-isopropylphenyl)amino)quinazolin-6-yl)amino)-2-oxoethyl)benzamide